2-((2R,3S,4S,5R)-3-(3,4-difluoro-2-methoxyphenyl)-4,5-dimethyl-5-(trifluoromethyl)tetrahydrofuran-2-yl)-8-fluoroquinolin-4(1H)-one FC=1C(=C(C=CC1F)[C@H]1[C@@H](O[C@]([C@H]1C)(C(F)(F)F)C)C=1NC2=C(C=CC=C2C(C1)=O)F)OC